FNC1=CC=C2C=CNC2=C1 6-Fluoroazamethylindole